C(C)N(CCC1=CNC2=C(C=CC=C12)F)C N-ethyl-2-(7-fluoro-1H-indol-3-yl)-N-methylethan-1-amine